N=1N=CN(C1)C1=CC(=C2C=NNC2=C1)N1CC(C1)OCCCCNCC=1C=C(C=C(C1)OC(F)(F)F)CC#N 2-(3-(((4-((1-(6-(4H-1,2,4-triazol-4-yl)-1H-indazol-4-yl)azetidin-3-yl)oxy)butyl)amino)methyl)-5-(trifluoromethoxy)phenyl)acetonitrile